methyl 3-(3-(((R)-2-ethyl-2,3-dihydro-[1,4]oxazepino[7,6-g]quinolin-4(5H)-yl) methyl)-4-methylphenyl)-3-(1-ethyl-4-methyl-1H-benzo[d][1,2,3]triazol-5-yl)-2,2-dimethylpropionate C(C)[C@H]1OC2=CC=3C=CC=NC3C=C2CN(C1)CC=1C=C(C=CC1C)C(C(C(=O)OC)(C)C)C1=C(C2=C(N(N=N2)CC)C=C1)C